Benzyl 4',5-bis(2-oxo-2-((2-(2-(((2R,3R,4R,5R,6S)-3,4,5-trihydroxy-6-methyltetrahydro-2H-pyran-2-yl) oxy) ethoxy) ethyl) amino) ethoxy)-[1,1'-biphenyl]-3-carboxylate O=C(COC1=CC=C(C=C1)C1=CC(=CC(=C1)OCC(=O)NCCOCCO[C@@H]1O[C@H]([C@@H]([C@H]([C@H]1O)O)O)C)C(=O)OCC1=CC=CC=C1)NCCOCCO[C@@H]1O[C@H]([C@@H]([C@H]([C@H]1O)O)O)C